3-[5-[4-[(4-Aminocyclohexyl)methyl]piperazin-1-yl]-4-fluoro-3-methyl-2-oxo-benzimidazol-1-yl]piperidine-2,6-dione NC1CCC(CC1)CN1CCN(CC1)C1=C(C2=C(N(C(N2C)=O)C2C(NC(CC2)=O)=O)C=C1)F